(R)-(1-(((3-(2-cyano-3-(dimethylamino)-3-oxoprop-1-en-1-yl)phenethoxy)carbonyl)amino)-2-(p-tolyl)ethyl)boronic acid C(#N)C(=CC=1C=C(CCOC(=O)N[C@@H](CC2=CC=C(C=C2)C)B(O)O)C=CC1)C(=O)N(C)C